NC1=CC=C(C=C1)CCNC1=CC=NC2=C(C=CC=C12)F N-(4-aminophenylethyl)-8-fluoroquinolin-4-amine